cis-N-(4-((Cyclopropylmethyl)(phenyl)amino)cyclohexyl)-1H-pyrrolo[3,2-b]pyridine-3-carboxamide C1(CC1)CN([C@H]1CC[C@H](CC1)NC(=O)C1=CNC=2C1=NC=CC2)C2=CC=CC=C2